C(=O)([O-])OC(=O)[O-].[Mn+2] Manganese (II) dicarbonate